C(C)(C)(C)OC(NN1CCN(CC1)C1=CC(=NN1C)C1=C(C(=CC=C1)Br)OC)=O 4-(3-(3-bromo-2-methoxyphenyl)-1-methyl-1H-pyrazol-5-yl)piperazine-1-carbamic acid tert-butyl ester